5-chloro-2-((4,4-dimethylpiperidin-1-yl)methyl)pyridine ClC=1C=CC(=NC1)CN1CCC(CC1)(C)C